N1-(4-methyl-pentan-2-yl)-N4-phenylbenzene-1,4-diamine CC(CC(C)NC1=CC=C(C=C1)NC1=CC=CC=C1)C